COCC1=CC2=C(C(=NO2)C2=NC=CC=C2S(=O)(=O)N)C=C1C (6-(methoxymethyl)-5-methylbenzo[d]isoxazol-3-yl)pyridine-3-sulfonamide